(-)-(4R)-4-[3-[3-[6-[3-hydroxy-3-(trifluoromethyl)pyrrolidin-1-yl]-3-pyridinyl]azetidin-1-yl]-3-oxo-propyl]oxazolidin-2-one OC1(CN(CC1)C1=CC=C(C=N1)C1CN(C1)C(CC[C@H]1NC(OC1)=O)=O)C(F)(F)F